FC1(C(C2=C(C(=C=C=C12)OC=1C=CC=NC1)I)O)F 5-(8,8-difluoro-7-hydroxy-5-iodobicyclo[4.2.0]oct-1,3,5-triene-2-enyloxy)pyridine